CN1N(C=CC1=O)COCC[Si](C)(C)C 2-methyl-1-{[2-(trimethylsilyl)ethoxy]methyl}pyrazol-3-one